2-(3-(4-methylpiperazin-1-yl)phenyl)acetic acid CN1CCN(CC1)C=1C=C(C=CC1)CC(=O)O